NC=1C=C(CN2N=CC3=C(N(C=4C=C(C=CC34)OC3=CC(=CC=C3)N)C)C2=O)C=CC1 3-(3-aminobenzyl)-7-(3-aminophenoxy)-5-methyl-3,5-dihydro-4H-pyridazino[4,5-b]indol-4-one